S1C(=CC=C1)CN(C(=O)OCCC(CCOC(=O)N(CC=1SC=CC1)CC=1SC=CC1)N(C)C)CC=1SC=CC1 1-[bis(2-thienylmethyl)aminocarbonyloxy]-5-[bis(2-thienylmethyl)aminocarbonyloxy]-3-(dimethylamino)pentane